(S)-(3-((3-azidopropyl)(methyl)amino)-2-hydroxypropyl)carbamic acid tert-butyl ester C(C)(C)(C)OC(NC[C@@H](CN(C)CCCN=[N+]=[N-])O)=O